COC(=O)C1=CC=C2C(=CC(=NC2=C1)C1=C(C=C(C=C1)S(=O)(=O)N1CCC(CC1)F)F)C 2-[2-Fluoro-4-(4-fluoropiperidine-1-sulfonyl)phenyl]-4-methylquinoline-7-carboxylic acid methyl ester